Cl.Cl.C12(CC(C1)C2)NN bicyclo[1.1.1]pent-1-yl-hydrazine dihydrochloride